CC1CN(CC(N1)C)C(=N)C1=C(C(=O)N)C=CC=C1 (3,5-dimethylpiperazin-1-yl(imino)methyl)benzamide